C(C)(C)(C)OC(=O)N(C1CN(CC1)C1=C2C=CN=NC2=C(C=C1)C(=O)OC)C methyl 5-{3-[(tert-butoxycarbonyl) (methyl)amino]pyrrolidin-1-yl}cinnoline-8-carboxylate